(R)-2-((1-(2-cyano-3-(4,4-difluoro-6-azaspiro[2.5]octan-6-yl)-7-methylquinoxalin-5-yl)ethyl)amino)benzoic acid C(#N)C1=NC2=CC(=CC(=C2N=C1N1CC(C2(CC2)CC1)(F)F)[C@@H](C)NC1=C(C(=O)O)C=CC=C1)C